1-(2-cyclohexyl-6-methylanilino)-5,6,7,8-tetrahydrocycloheptapyridine C1(CCCCC1)C1=C(NN2C=CC=C3C2=CCCCC3)C(=CC=C1)C